3-[1-(2,5-dimethylpyrazol-3-yl)-5-methyl-4-nitro-pyrazol-3-yl]oxy-2-fluoro-propan-1-ol CN1N=C(C=C1N1N=C(C(=C1C)[N+](=O)[O-])OCC(CO)F)C